COC([C@H](C[C@H]1C(NCCC1)=O)NC(=O)[C@H]1N(C[C@@H]2CCCC[C@H]12)C(=O)OC(C)(C)C)=O (1S,3aR,7aS)-tert-butyl 1-(((S)-1-methoxy-1-oxo-3-((S)-2-oxopiperidin-3-yl)propan-2-yl)carbamoyl)hexahydro-1H-isoindole-2(3H)-carboxylate